5-((4-(6-chloropyridin-3-yl)piperazin-1-yl)methyl)-2-(2,4-dioxotetrahydropyrimidine-1(2H)-yl)isoindoline-1,3-dione ClC1=CC=C(C=N1)N1CCN(CC1)CC=1C=C2C(N(C(C2=CC1)=O)N1C(NC(CC1)=O)=O)=O